2-{[2-(aminomethyl)cyclopropyl](2,4,6-trimethylphenyl)amino}-9,10-dimethoxy-6H,7H-pyrimido[4,3-a]isoquinolin-4-one NCC1C(C1)N(C=1C=C2N(CCC3=CC(=C(C=C23)OC)OC)C(N1)=O)C1=C(C=C(C=C1C)C)C